7-(2-nonyloxy)-chromone CC(CCCCCCC)OC1=CC=C2C(C=COC2=C1)=O